C(C)(=O)OC=1C=CC2=C(SC(=C2C=O)C2=CC=C(C=C2)OC(C)=O)C1 (6-acetoxy-2-(4-acetoxyphenyl)benzo[b]thiophen-3-yl)methanone